C(C)C12CN(CC2C1)CC(=O)NC=1C=C(C(=NC1)C)NC(=O)C=1C=C2C(=NC1)NC(=C2)C=2C=NN(C2)C N-(5-(2-(1-ethyl-3-azabicyclo[3.1.0]hexan-3-yl)acetamido)-2-methylpyridin-3-yl)-2-(1-methyl-1H-pyrazol-4-yl)-1H-pyrrolo[2,3-b]pyridine-5-carboxamide